(+)-sodium phenylglycolate C1(=CC=CC=C1)C(C(=O)[O-])O.[Na+]